C/C(/C=O)=C\C(CC=C(C)C)C (E)-2,4,7-trimethyloct-2,6-dienal